2-cyclopropyl-4-(1-tetrahydropyran-2-yl-3-vinyl-indazol-5-yl)pyrazol-3-ol C1(CC1)N1N=CC(=C1O)C=1C=C2C(=NN(C2=CC1)C1OCCCC1)C=C